N-(5-((6-(2,4-difluorobenzyl)-8-methyl-7-oxo-5,6,7,8-tetrahydropyrimido[4,5-d]pyrimidin-2-yl)amino)-2-((2-(dimethylamino)ethyl)(methyl)amino)-4-methoxyphenyl)acrylamide FC1=C(CN2C(N(C3=C(C2)C=NC(=N3)NC=3C(=CC(=C(C3)NC(C=C)=O)N(C)CCN(C)C)OC)C)=O)C=CC(=C1)F